4-(4-(difluoromethoxy)phenyl)-2-(2-methyl-2H-indazol-5-yl)-5-(3,3,3-trifluoropropyl)-2,5-dihydro-3H-pyrrolo[3,2-c]pyridazin-3-one FC(OC1=CC=C(C=C1)C1=C2C(=NN(C1=O)C1=CC3=CN(N=C3C=C1)C)C=CN2CCC(F)(F)F)F